(4,4-difluoro-3-piperidyl)methanol FC1(C(CNCC1)CO)F